2-(2,4-dihydroxyphenyl)-4,6-diiminocaproic acid OC1=C(C=CC(=C1)O)C(C(=O)O)CC(CC=N)=N